CC1N(CC2=CC(=CC=C2C1)B1OC(C(O1)(C)C)(C)C)C(=O)C1=CC=CC=C1 [3-Methyl-7-(4,4,5,5-tetramethyl-1,3,2-dioxaborolan-2-yl)-3,4-dihydro-1H-isoquinolin-2-yl]-phenyl-methanone